BrC=1C(N(C=CC1)C(F)F)=O bromo-1-(difluoromethyl)pyridin-2(1H)-one